C(C1=CC=CC=C1)OC(=O)N[C@H](C(=O)OC)CC=1C=C2C=CN=CC2=CC1 methyl (2S)-2-{[(benzyloxy)carbonyl]amino}-3-(isoquinolin-6-yl)propanoate